O=C1NC=CC(=C1)CNC(C1=CC=CC=C1)=O N-[(2-oxo-1H-pyridin-4-yl)methyl]benzamide